4-(3-fluoro-1-phenyl-1H-pyrrol-2-yl)benzonitrile FC1=C(N(C=C1)C1=CC=CC=C1)C1=CC=C(C#N)C=C1